ClC=1C=C(C=C(C1)NS(=O)(=O)C)NC(=O)C1=CN(C(=C1)C1=NC=CC=C1OC=1C=NC=CC1)C N-(3-chloro-5-(methylsulfonamido)phenyl)-1-methyl-5-(3-(pyridin-3-yloxy)pyridin-2-yl)-1H-pyrrole-3-carboxamide